bis(1,1-dimethylethyl)-4-hydroxy-benzenepropanoic acid CC(C)(C)C=1C(=C(C=CC1O)CCC(=O)O)C(C)(C)C